1,3-dibromofluorobenzene BrC1=C(C(=CC=C1)Br)F